F[C@H]1[C@H](C1)C(=O)NC=1N=CC2=CC(=C3C(=C2C1)NC=N3)C=3C=NC(=CC3C)C(CC)=O (1r,2r)-2-fluoro-N-[4-(4-methyl-6-propionylpyridin-3-yl)-1H-imidazo[4,5-f]isoquinolin-8-yl]cyclopropane-1-carboxamide